Kalium fluorid [F-].[K+]